Cl.C1CC12NCCN(C2)C=2C=CC=1N(C(C=C(N1)C=1C=C(C=3N(N1)C=C(N3)C)C)=O)C2 7-(4,7-diazaspiro[2.5]octan-7-yl)-2-(2,8-dimethylimidazo[1,2-b]pyridazin-6-yl)pyrido[1,2-a]pyrimidin-4-one hydrochloride salt